Cis-2-nonenal C(\C=C/CCCCCC)=O